tert-butyl {(1S,3R)-3-[(2-{[tert-butyl(dimethyl)silyl]oxy}ethyl) (2-nitrobenzene-1-sulfonyl)amino]cyclopentyl}carbamate [Si](C)(C)(C(C)(C)C)OCCN([C@H]1C[C@H](CC1)NC(OC(C)(C)C)=O)S(=O)(=O)C1=C(C=CC=C1)[N+](=O)[O-]